C(C)(=O)O[C@@H]1[C@@H](OC=C[C@@H]1OC(C)=O)C (2S,3R,4S)-2-methyl-3,4-dihydro-2H-pyran-3,4-diyl diacetate